C(CC)N1C2=CCCCC2C2CCCCC12 octahydro-N-propylcarbazole